BrC=1C=C2N(N=CC(=C2Cl)C(=NC2=CC=CC=C2)N)C1 6-bromo-4-chloro-N'-phenyl-pyrrolo[1,2-b]pyridazine-3-carboxamidine